2-(Isopropyl-(methyl)amino)-3-phenylquinazolin-4(3H)-one C(C)(C)N(C1=NC2=CC=CC=C2C(N1C1=CC=CC=C1)=O)C